1-(5-bromo-2-pyrimidin-2-yl-1,2,4-triazol-3-yl)ethanamine hydrobromide Br.BrC=1N=C(N(N1)C1=NC=CC=N1)C(C)N